zinc-aluminum carbonate C([O-])([O-])=O.[Al+3].[Zn+2]